5,6-dihydro-4H-thiazolo[5,4,3-ij]quinolin-3-ium trifluoroacetate FC(C(=O)[O-])(F)F.S1C=[N+]2CCCC3=CC=CC1=C23